OP(=O)(CCC(=O)O)C1=CC=CC=C1 3-(hydroxyphenylphosphinyl)propanoic acid